tert-butyl 6-(3-fluoro-4-(4,4,5,5-tetramethyl-1,3,2-dioxaborolan-2-yl)benzyl)-2,6-diazaspiro[3.3]heptane-2-carboxylate FC=1C=C(CN2CC3(CN(C3)C(=O)OC(C)(C)C)C2)C=CC1B1OC(C(O1)(C)C)(C)C